(R)-ethyl 2-((2S,5R,6S)-2-allyl-5,6-bis(4-chlorophenyl)-3-oxomorpholino)pentanoate C(C=C)[C@@H]1O[C@H]([C@H](N(C1=O)[C@@H](C(=O)OCC)CCC)C1=CC=C(C=C1)Cl)C1=CC=C(C=C1)Cl